(R)-5-chloro-4-methyl-1,4-dihydro-2H-pyrimidin-4,5-d ClC1([C@@](NCNC1)([2H])C)[2H]